(2R,3S,4R,5S)-3-(2-chlorophenyl)-4-(5-methoxy-2-fluorophenyl)-4-cyano-5-neopentylpyrrolidine-2-carboxylic acid tert-butyl ester C(C)(C)(C)OC(=O)[C@@H]1N[C@H]([C@]([C@H]1C1=C(C=CC=C1)Cl)(C#N)C1=C(C=CC(=C1)OC)F)CC(C)(C)C